C12CCCCC2C=C1 bicyclo[4.2.0]oct-7-ene